C1(CC1)C1=NNC(=N1)C1CC2(CN(C2)C(=O)N2CC3(C2)CCN(C3)CC3=CC=C(C=C3)S(=O)(=O)C(F)(F)F)C1 [6-(3-cyclopropyl-1H-1,2,4-triazol-5-yl)-2-azaspiro[3.3]heptan-2-yl]-[7-(4-triflylbenzyl)-2,7-diazaspiro[3.4]octan-2-yl]methanone